N1=CC=C2N1CCC(C2)C(=O)O 4,5,6,7-tetrahydropyrazolo[1,5-a]pyridine-5-carboxylic acid